N(=[N+]=[N-])C(COCCO)O azido-diethyleneglycol